C(=O)(O)CCSC(=O)SC(C(=O)O)CC(C)C#N (((2-carboxyethyl)thio)carbonyl-thio)-4-cyanovaleric acid